N1=CC(=CC=C1)NC(=O)C=1SC=CC1OCC1=C(C(=O)OCC)C=CC=C1 ethyl 2-((2-(pyridin-3-ylcarbamoyl)thiophen-3-yl)oxymethyl)benzoate